(S)-8-(Cyclopropylmethyl)-N-(1-(5-(7-methoxy-2-methylchinolin-6-yl)-1H-imidazol-2-yl)-7-oxononyl)-1-oxa-2,8-diazaspiro[4.5]dec-2-en-3-carboxamid C1(CC1)CN1CCC2(CC(=NO2)C(=O)N[C@@H](CCCCCC(CC)=O)C=2NC(=CN2)C=2C=C3C=CC(=NC3=CC2OC)C)CC1